(R)-2-(benzofuran-3-yl)-1-(2-(2',3,3',4,5',6'-hexahydro-1H-spiro[naphthalene-2,4'-pyran]-7-yl)acetamido)ethylboronic acid O1C=C(C2=C1C=CC=C2)C[C@H](NC(CC2=CC=C1CCC3(CCOCC3)CC1=C2)=O)B(O)O